2-methyl-4,5,6,7-tetrahydro-1H-benzimidazole CC1=NC2=C(N1)CCCC2